6-methyl-2-(5-methyl-1H-imidazol-1-yl)pyrimidine-4-carboxylic acid CC1=CC(=NC(=N1)N1C=NC=C1C)C(=O)O